3-(1H-indol-3-yl)pyridine-2,6-diamine N1C=C(C2=CC=CC=C12)C=1C(=NC(=CC1)N)N